2-[(2S)-2-methylazetidin-1-yl]-4-(3-methylimidazol-4-yl)-6,7-dihydro-5H-cyclopenta[d]pyrimidine C[C@@H]1N(CC1)C=1N=C(C2=C(N1)CCC2)C=2N(C=NC2)C